The molecule is an O-acyl carbohydrate that is methyl beta-D-galactoside bearing two acetyl substituents at positions 4 and 6. It is a monosaccharide derivative, a beta-D-galactoside and an O-acyl carbohydrate. CC(=O)OC[C@@H]1[C@@H]([C@@H]([C@H]([C@@H](O1)OC)O)O)OC(=O)C